tert-butyl (3-((8-fluoro-7-(8-fluoronaphthalen-1-yl)-2-((hexahydro-1H-pyrrolizin-7a-yl)methoxy)pyrido[4,3-d]pyrimidin-4-yl)amino)spiro[3.3]heptan-1-yl)carbamate FC1=C(N=CC2=C1N=C(N=C2NC2CC(C21CCC1)NC(OC(C)(C)C)=O)OCC12CCCN2CCC1)C1=CC=CC2=CC=CC(=C12)F